(1-(3-(4-Cyanophenyl)-2-(4-methylphenyl)quinoxalin-6-yl)piperazin-3-yl)carbamic acid tert-butyl ester C(C)(C)(C)OC(NC1CN(CCN1)C=1C=C2N=C(C(=NC2=CC1)C1=CC=C(C=C1)C)C1=CC=C(C=C1)C#N)=O